C1(CCCCC1)C1=CC=CC(=N1)C(C(=O)N1CC2=C(N=C(NC2=O)C2(CC2)C2=CC=CC=C2)CC1)O 6-(2-(6-cyclohexylpyridin-2-yl)-2-hydroxyacetyl)-2-(1-phenylcyclopropyl)-5,6,7,8-tetrahydropyrido[4,3-d]pyrimidin-4(3H)-one